N-(3-(((2-amino-5-chloropyridin-3-yl)oxy)methyl)phenyl)-5-fluoronicotinamide NC1=NC=C(C=C1OCC=1C=C(C=CC1)NC(C1=CN=CC(=C1)F)=O)Cl